CC(C)C1=CC=C(C=C1)C(=O)CC(=O)C2=CC=CC=C2 4-isopropyldibenzoylmethane